C1(=CC=C(C=C1)C1=NN2C(SC1)=NN=C2C2=CC(=C(C(=C2)OC)OC)OC)C 6-(p-tolyl)-3-(3,4,5-trimethoxyphenyl)-7H-[1,2,4]triazolo[3,4-b][1,3,4]thiadiazine